[3-(4-tetrahydropyran-4-yl-1H-imidazol-2-yl)chroman-6-yl]oxy-3,4-dihydro-1H-1,8-naphthyridin-2-one O1CCC(CC1)C=1N=C(NC1)C1COC2=CC=C(C=C2C1)ON1C(CCC2=CC=CN=C12)=O